Octanediol bis(3-mercaptopropionate) SCCC(=O)OC(CCCCCCC)OC(CCS)=O